ClC1=C(C=CC=C1)S(=O)(=O)NC1=NC(=C(C=C1)C=1C=C2C=NC(=NC2=C(C1)CC)NC1CCC(CC1)N(C)C)CC 2-chloro-N-(5-(2-(((1r,4r)-4-(dimethylamino)cyclohexyl)amino)-8-ethylquinazolin-6-yl)-6-ethylpyridin-2-yl)benzenesulfonamide